[Si](C)(C)(C(C)(C)C)OC1=C(C=O)C=CC=C1 2-((tert-butyldimethylsilyl)oxy)benzaldehyde